ClC1=CC=C2C(=CNC2=C1C1=NC=NC=C1)S(=O)(=O)NC1=NC(=C(C(=N1)OC)OCC(F)F)OC 6-chloro-N-[5-(2,2-difluoroethoxy)-4,6-dimethoxy-pyrimidin-2-yl]-7-(4-pyrimidyl)-1H-indole-3-sulfonamide